[I-].ICC1=[N+](C2=CC=C(C=C2C=C1)OC)C(C)C 2-(iodomethyl)-1-isopropyl-6-methoxyquinolin-1-ium iodide